2-(2-aminopyrimidin-4-yl)-6,6-dimethyl-4,5,6,7-tetrahydro-8H-3-oxa-1-thia-5a,7-diazaacenaphthylen-8-one NC1=NC=CC(=N1)C=1SC=2C(NC(N3CCOC1C23)(C)C)=O